(R)-(3-Aminopiperidin-1-yl)(7-(dimethylamino)-2-(1-ethyl-1H-indol-2-yl)-1-methyl-1H-benzo[d]imidazol-5-yl)methanone, hydrochloride salt Cl.N[C@H]1CN(CCC1)C(=O)C1=CC2=C(N(C(=N2)C=2N(C3=CC=CC=C3C2)CC)C)C(=C1)N(C)C